(3-methylphenyl)-2-hydrazinothiazole CC=1C=C(C=CC1)C=1N=C(SC1)NN